C(C)(=O)N1CC=2N(CC1)N=CC2 5-acetyl-4,5,6,7-tetrahydropyrazolo[1,5-a]pyrazin